C(CCCC\C=C/CC)OC(CCCCCCCN(CCCCCCCC(=O)OCCCCC\C=C/CC)CCCN(CCCCCCCC(=C=O)OCCCCC\C=C/CC)CCO)=O di((Z)-non-6-en-1-yl)8,8'-((3-((2-hydroxyethyl)(8-(((Z)-non-6-en-1-yl)oxy)-8-carbonyloctyl)amino)propyl)azanediyl)dioctanoate